C1N(CC=2C=NC=CC21)C(=O)NCC2CC21CCN(CC1)C(=O)OC(C)(C)C tert-butyl 2-[(1,3-dihydropyrrolo[3,4-c]pyridine-2-carbonylamino)methyl]-6-azaspiro[2.5]octane-6-carboxylate